FC=1C(=NC=CC1)CC1(CCN(CC1)C=1N=CC(=NC1)C=1C=2N(C=C(C1)OCC(C)(C)O)N=CC2C#N)O 4-(5-(4-((3-fluoropyridin-2-yl)methyl)-4-hydroxypiperidin-1-yl)pyrazin-2-yl)-6-(2-hydroxy-2-methylpropoxy)pyrazolo[1,5-a]pyridine-3-carbonitrile